FC1=CC=C(CCC2=NNC=C2CNCCNC)C=C1 N1-((3-(4-fluorophenethyl)-1H-pyrazol-4-yl)methyl)-N'-methylethane-1,2-diamine